BrCCCCCC(=O)OCCCCCCCCC(C)C 9-methyldecyl 6-bromohexanoate